(3R)-N-[(1R)-1-(cyclopentylmethyl)-2-methylpropyl]-7-hydroxy-3-methyl-1,2,3,4-tetrahydroisoquinoline-3-carboxamide C1(CCCC1)C[C@H](C(C)C)NC(=O)[C@@]1(NCC2=CC(=CC=C2C1)O)C